C(=CC=CC=CC=CCCCCCCCCCCC)C=1OCCCN1 2-nonadecatetraenyl-4,5-dihydro-1,3-oxazine